2-(2-chlorophenyl)-7-(6-(dimethylamino)-7,8-difluoroisoquinolin-4-yl)-5,7-diazaspiro[3.4]octane-6,8-dione ClC1=C(C=CC=C1)C1CC2(C1)NC(N(C2=O)C2=CN=CC1=C(C(=C(C=C21)N(C)C)F)F)=O